(rac)-trans-3-fluoropropyl 2-ethyl-2-{[5-(3-fluoroazetidin-1-yl)-6-{[2-(hydroxymethyl) cyclopropyl] methoxy}pyridin-2-yl]formamido}butanoate C(C)C(C(=O)OCCCF)(CC)NC(=O)C1=NC(=C(C=C1)N1CC(C1)F)OC[C@H]1[C@@H](C1)CO |r|